tert-butyl (3S)-3-{[(benzyloxy)carbonyl]amino}-4-oxo-5-(2,3,5,6-tetrafluorophenoxy)pentanoate C(C1=CC=CC=C1)OC(=O)N[C@@H](CC(=O)OC(C)(C)C)C(COC1=C(C(=CC(=C1F)F)F)F)=O